FC(C(=O)O)(F)F.FC(C(=O)O)(F)F.C(CCCCCCCCCCCCCCC)(=O)N[C@@H](CCCCN)C(=O)N[C@@H](C(C)C)C(=O)N[C@@H](CCCCN)C(=O)O palmitoyl-lysyl-valyl-lysine bistrifluoroacetate salt